C(C)C(COC1=CC=C(C=C1)[C@H](CC(=O)O)C#CC)CC (3S)-3-[4-(2-ethylbutoxy)phenyl]hex-4-ynoic acid